CC=1C=C[CH-]C1.[CH-]1C=CC=C1.[Fe+2] 4-methylferrocene